CC1(OCOC1)C 4,4-Dimethyl-1,3-dioxolan